4'-(α-D-mannopyranosyl)-N5,3'-dimethyl-[1,1'-biphenyl]-3,5-dicarboxamide chloride [Cl-].[C@H]1([C@@H](O)[C@@H](O)[C@H](O)[C@H](O1)CO)C1=C(C=C(C=C1)C1=CC(=CC(=C1)C(=O)NC)C(=O)N)C